C1(CC1)C=1N=NN(C1)[C@H](C(=O)N1[C@@H](C[C@H](C1)O)C(=O)NCCC=1N=C(OC1C)C1=CC=CC=C1)C(C)(C)C (2S,4r)-1-[(2S)-2-(4-cyclopropyl-triazol-1-yl)-3,3-dimethyl-butyryl]-4-hydroxy-N-[2-(5-methyl-2-phenyl-oxazol-4-yl)ethyl]pyrrolidine-2-carboxamide